C[C@@H](C/C=C/C1=CC(=CN=C1)OC(C)C)NC N-methyl-5-(3-(5-isopropoxypyridinyl))-4-penten-2-amine